COOCC1=CC(=CC=C1Cl)C=CCCCC (3E)-6-chloro-3-hexenylbenzyloxy methyl ether